(R)-N-(3-(1-((2-amino-5-chloropyridin-3-yl)oxy)ethyl)phenyl)-4-methylpicolinamide NC1=NC=C(C=C1O[C@H](C)C=1C=C(C=CC1)NC(C1=NC=CC(=C1)C)=O)Cl